2-amino-5-(4-chlorophenyl)-4-oxo-4,5-dihydrofuran-3-yl methanesulfonate CS(=O)(=O)OC1=C(OC(C1=O)C1=CC=C(C=C1)Cl)N